ClCC(=O)N(CC(=O)NC1=C(C=CC(=C1)Cl)N1N=NC(=C1)Cl)C(C(=O)OC(C)(C)C)CC1CCC1 tert-butyl 2-(2-chloro-N-(2-((5-chloro-2-(4-chloro-1H-1,2,3-triazol-1-yl)phenyl)amino)-2-oxoethyl)acetamido)-3-cyclobutylpropanoate